C(C)(C)(C)OC[C@@H](C(=O)OC)N1CCN(CCN(CCN(CC1)[C@H](C(OC)=O)COC(C)(C)C)[C@H](C(OC)=O)COC(C)(C)C)C(C(=O)[O-])CCC 2-{4,7,10-tris[(2S)-3-tert-butoxy-1-methoxy-1-oxopropan-2-yl]-1,4,7,10-tetraazacyclododecan-1-yl}pentanoate